(1E)-prop-1-ene C=CC